3-(4-Fluoro-2-(trifluoromethyl)benzyl)-2-(methylcarbamoyl)-5,6-dihydroimidazo[1,2-a]pyrazine-7(8H)-Carboxylic acid tert-butyl ester C(C)(C)(C)OC(=O)N1CC=2N(CC1)C(=C(N2)C(NC)=O)CC2=C(C=C(C=C2)F)C(F)(F)F